C(C)(C)(CC)OOC(C(=O)O)(CCCC)CC tert-amylperoxy-2-ethylhexanoic acid